(6R,7R)-3-(Acetyloxymethyl)-8-oxo-7-[[2-phenyl-2-[[4-(3-phenylprop-2-enoyl)benzoyl]amino]acetyl]amino]-5-thia-1-azabicyclo[4.2.0]oct-2-ene-2-carboxylic acid C(C)(=O)OCC1=C(N2C([C@H]([C@H]2SC1)NC(C(NC(C1=CC=C(C=C1)C(C=CC1=CC=CC=C1)=O)=O)C1=CC=CC=C1)=O)=O)C(=O)O